C(C)(C)(CC(C)(C)C)C=1C(=C(C=C(C1)C(C)(C)CC(C)(C)C)N1N=C2C(=N1)C=CC=C2)O 2-(3,5-di-t-octyl-2-hydroxyphenyl)-2H-benzotriazole